C(C)OC=1N=CC2=C(N1)NC=C2C2=CC=1N(C=C2)N=CC1C(=O)NC1CCN(CC1)C 5-(2-ethoxy-7H-pyrrolo[2,3-d]pyrimidin-5-yl)-N-(1-methylpiperidin-4-yl)pyrazolo[1,5-a]pyridine-3-carboxamide